7-ethynyl-6-fluoro-2-(6-(pyridin-4-yl)pyridazin-3-yl)-4H-benzo[d][1,3]oxazin-4-one C(#C)C=1C(=CC2=C(N=C(OC2=O)C=2N=NC(=CC2)C2=CC=NC=C2)C1)F